C(C)(C)(C)[Si](OC=1C=C(C(=O)O)C=C(C1O[Si](C(C)(C)C)(C(C)(C)C)C(C)(C)C)O[Si](C(C)(C)C)(C(C)(C)C)C(C)(C)C)(C(C)(C)C)C(C)(C)C 3,4,5-tris(tri-t-butylsilyloxy)benzoic acid